C(#N)CC1=C(SC=C1)C(=O)O 3-(cyanomethyl)thiophene-2-carboxylic acid